methylmethoxysilane C[SiH2]OC